(S)-benzyloxymethyl lactate C([C@@H](O)C)(=O)OCOCC1=CC=CC=C1